FC=1C=NC=CC1C1=NC2=C(N1C)C=CC(=C2N2C[C@H](CC2)NC([O-])=O)[N+](=O)[O-] [(3S)-1-[2-(3-fluoropyridin-4-yl)-1-methyl-5-nitro-1,3-benzodiazol-4-yl]pyrrolidin-3-yl]carbamate